FC=1C(=CC(=C(C(=O)NC2=C(C=CC=C2C)OC)C1)O[C@H](C(F)(F)F)C)N1N=C2COCCN2C1=O 5-fluoro-N-(2-methoxy-6-methylphenyl)-4-(3-oxo-5,6-dihydro-3H-[1,2,4]triazolo[3,4-c][1,4]oxazin-2(8H)-yl)-2-{[(2S)-1,1,1-trifluoropropan-2-yl]oxy}benzamide